(9aR)-3-(3-cyano-4-fluorophenyl)hexahydropyrazino[2,1-c][1,4]oxazine C(#N)C=1C=C(C=CC1F)C1CN2C(CO1)=CNCC2